C(O)([O-])=O.C(C)(C)C1=C(C(=CC=C1)C(C)C)N1C=[N+](CC1)C1=C(C=CC=C1C(C)C)C(C)C 1,3-bis(2,6-diisopropylphenyl)-4,5-dihydro-1H-imidazol-3-ium hydrogen carbonate